(S)-5-bromo-4-fluoro-2,3-dihydrospiro[indene-1,4'-oxazolidine] BrC=1C(=C2CC[C@]3(NCOC3)C2=CC1)F